BrC1=C(C=C(C=C1)[C@H]([C@H](CC=1SC=2C(N1)=C(C=C(C2)OC)C(=O)OCC)OC2CCCC2)O[Si](C)(C)C(C)(C)C)OC ethyl 2-[(2S,3R)-3-(4-bromo-3-methoxy-phenyl)-3-[tert-butyl(dimethyl)silyl]oxy-2-(cyclopentoxy)propyl]-6-methoxy-1,3-benzothiazole-4-carboxylate